ethyl 3-(((6-(((3-ethoxy-3-oxopropyl)(methylamino)phosphoryl)oxy)-5'-methyl-4-pentyl-1',2',3',4'-tetrahydro-[1,1'-biphenyl]-2-yl)oxy)(methylamino)phosphoryl)propanoate C(C)OC(CCP(=O)(NC)OC1=CC(=CC(=C1C1CCCC(=C1)C)OP(=O)(NC)CCC(=O)OCC)CCCCC)=O